6-[4-[(3Z)-4-[[(2S)-1-[6-Oxo-5-(trifluoromethyl)-1,6-dihydropyridazin-4-yl]pyrrolidin-2-yl]methoxy]but-3-enoyl]piperazin-1-yl]pyridine-3-carbonitrile O=C1C(=C(C=NN1)N1[C@@H](CCC1)CO\C=C/CC(=O)N1CCN(CC1)C1=CC=C(C=N1)C#N)C(F)(F)F